OC(OC(CC(C)C)=O)C[N+](C)(C)C hydroxyisovalerylcholine